CNCCS(=O)(=O)O.C(CCCCCCC\C=C/CCCCCCCC)(=O)N oleamide methyl-taurate